7-((2-((2-(difluoromethoxy)-4-(4-((3S,5R)-3,4,5-trimethylpiperazin-1-yl)piperidin-1-yl)phenyl)amino)-5-(trifluoromethyl)pyrimidin-4-yl)amino)isoindolin-1-one FC(OC1=C(C=CC(=C1)N1CCC(CC1)N1C[C@@H](N([C@@H](C1)C)C)C)NC1=NC=C(C(=N1)NC=1C=CC=C2CNC(C12)=O)C(F)(F)F)F